N-((5-(5-amino-6-methylpyridin-2-yl)-3-methylisoxazol-4-yl)methyl)-4-(furan-2-yl)pyrimidin-2-amine NC=1C=CC(=NC1C)C1=C(C(=NO1)C)CNC1=NC=CC(=N1)C=1OC=CC1